5-((3-cyclopropylpyridin-2-yl)methoxy)-N-(4-(hydroxymethyl)tetrahydro-2H-pyran-4-yl)-2-methylbenzofuran-3-carboxamide C1(CC1)C=1C(=NC=CC1)COC=1C=CC2=C(C(=C(O2)C)C(=O)NC2(CCOCC2)CO)C1